FC=1C=C(C=CC1OC1=C2C(=NC=C1)NC(N2C(C)C)=O)C2=NN(C(=C2C(=O)N)C(F)(F)F)C2=NC=CC=C2F (3-fluoro-4-((1-isopropyl-2-keto-2,3-dihydro-1H-imidazo[4,5-b]pyridin-7-yl)oxy)phenyl)-1-(3-fluoropyridin-2-yl)-5-(trifluoromethyl)-1H-pyrazole-4-carboxamide